[1-(Azetidin-3-yl)-6-(5-methoxy-1H-pyrazol-4-yl)indol-3-yl]-(6-chlorochroman-3-yl)methanone N1CC(C1)N1C=C(C2=CC=C(C=C12)C=1C=NNC1OC)C(=O)C1COC2=CC=C(C=C2C1)Cl